Pelargonic acid nonanoate C(CCCCCCCC)(=O)O.C(CCCCCCCC)(=O)O